2-(2-fluoro-4-(pentafluoro-lambda6-sulfanyl-(sulfaneyl))phenyl)acetic acid FC1=C(C=CC(=C1)SS(F)(F)(F)(F)F)CC(=O)O